Amylpyrrolidine-2-carboxylate C(CCCC)OC(=O)C1NCCC1